4-(prop-2-yloxy)-1,7-naphthyridine CC(C)OC1=CC=NC2=CN=CC=C12